N-(4,5-Dimethoxy-2-((4-((((1-methyl-1H-indazol-5-yl)methyl)amino)methyl)benzyl)carbamoyl)phenyl)-4-oxo-4H-chromene-2-carboxamide COC1=CC(=C(C=C1OC)NC(=O)C=1OC2=CC=CC=C2C(C1)=O)C(NCC1=CC=C(C=C1)CNCC=1C=C2C=NN(C2=CC1)C)=O